2-methyl-3,4-dihydro-2H-spiro[isoquinoline-1,4'-piperidine] CN1CCC2=CC=CC=C2C12CCNCC2